C1(=C(C=CC=C1)C#CC1=NNC2=CC=C(C=C12)C(=O)N1C[C@H](CC1)O)C1=CC=CC=C1 (S)-(3-([1,1'-biphenyl]-2-ylethynyl)-1H-indazol-5-yl)(3-hydroxypyrrolidin-1-yl)methanone